C1(CCCCC1)NC[Si](OC)(OC)OC N-cyclohexyl-aminomethyltrimethoxysilane